Cl.CN(C1CC(NCC1)(C)C)C1=CC=CC=C1 N,2,2-Trimethyl-N-phenylpiperidin-4-amine hydrochloride